2-[4-[3-[1-(5-chloropyrimidin-2-yl)-4-piperidyl]propoxy]-2-fluoro-phenyl]-1-[3-[[[rac-(1R,2S,3R,4S)-2,3,4-trihydroxycyclopentyl]amino]methyl]-azetidin-1-yl]ethanone ClC=1C=NC(=NC1)N1CCC(CC1)CCCOC1=CC(=C(C=C1)CC(=O)N1CC(C1)CN[C@H]1[C@@H]([C@@H]([C@H](C1)O)O)O)F |r|